5-cyano-N-((1S)-(4,4-difluorocyclohexyl)(6-(((5R)-2-oxo-5-(trifluoromethyl)piperidin-3-yl)methyl)imidazo[1,2-b]pyridazin-2-yl)methyl)thiophene-3-carboxamide C(#N)C1=CC(=CS1)C(=O)N[C@H](C=1N=C2N(N=C(C=C2)CC2C(NC[C@@H](C2)C(F)(F)F)=O)C1)C1CCC(CC1)(F)F